CC1=NC(=CC=C1S(=O)(=O)N1CC2(C1)CN(C2)[C@@H](C)C2(COC2)C)C(F)(F)F (S)-2-((2-methyl-6-(trifluoromethyl)pyridin-3-yl)sulfonyl)-6-(1-(3-methyloxetan-3-yl)ethyl)-2,6-diazaspiro[3.3]heptane